ClC1=C(NC2=NN(C=3C2=NC=C(C3)C=NC[C@@H]3CCC(N3)=O)C)C=CC=C1C1=CC3=C(OCCO3)C=C1 (S)-5-((3-(2-chloro-3-(1,4-benzodioxan-6-yl)anilino)-1-methylpyrazolo[4,5-b]pyridin-6-ylmethylene)aminomethyl)-pyrrolidin-2-one